oleic acid phosphate dibutyl-ethanolamine salt C(CCC)N(CCO)CCCC.P(=O)(O)(O)O.C(CCCCCCC\C=C/CCCCCCCC)(=O)O